[13CH2]([13CH2]C)O n-propanol-13C2